4-Iodo-2-(7-azaspiro[3.5]nonan-7-yl)benzoic acid IC1=CC(=C(C(=O)O)C=C1)N1CCC2(CCC2)CC1